C(CC)OC(C(C(=O)OCCC)(CCCC)CC=C)=O allyl-n-butyl-malonic acid dipropyl ester